3-ethyl-7-[(piperazin-1-yl)methyl]-1,2-dihydro-1,5-naphthyridin-2-one HCl salt Cl.C(C)C=1C(NC2=CC(=CN=C2C1)CN1CCNCC1)=O